BrC1=C2C=NN(C2=CC(=C1)C=1C(=NN(C1)C1OCCCC1)C1=NC(=CC=C1)C)C1OCCCC1 4-bromo-6-(3-(6-methylpyridin-2-yl)-1-(tetrahydro-2H-pyran-2-yl)-1H-pyrazol-4-yl)-1-(tetrahydro-2H-pyran-2-yl)-1H-indazole